CN(CCC#CC1=C(C=C2C(=NC(=NC2=C1)N1CCC(CC1)N(C)C)NC1CCN(CC1)C(C)C)OC)C 7-(4-(dimethylamino)but-1-yn-1-yl)-2-(4-(dimethylamino)piperidine-1-yl)-N-(1-isopropylpiperidine-4-yl)-6-methoxyquinazolin-4-amine